5-[(2-amino-3-fluoropyridin-4-yl)methyl]-3,4-difluoro-2-(2-fluoro-4-methylsulfanylanilino)benzamide NC1=NC=CC(=C1F)CC=1C(=C(C(=C(C(=O)N)C1)NC1=C(C=C(C=C1)SC)F)F)F